(2R,6S)-4-(6-bromopyridin-2-yl)-2,6-dimethyl-morpholine BrC1=CC=CC(=N1)N1C[C@H](O[C@H](C1)C)C